(R)-N-((5-chloro-6-((3-methylisoxazol-5-yl)methoxy)-1H-indol-2-yl)methyl)-2-cyanopropanamide ClC=1C=C2C=C(NC2=CC1OCC1=CC(=NO1)C)CNC([C@H](C)C#N)=O